tert-Butyl (E)-7-(3-((quinoxalin-6-ylmethylene)amino)-5-(trifluoromethyl)pyridin-4-yl)-4,7-diazaspiro[2.5]octane-4-carboxylate N1=CC=NC2=CC(=CC=C12)\C=N\C=1C=NC=C(C1N1CCN(C2(CC2)C1)C(=O)OC(C)(C)C)C(F)(F)F